ClC1=CC=C(CN2C(=NC3=C2C=C(C=C3C(C)S(=O)(=O)N)C=3C2=C(C(N(C3)C)=O)NC=C2)C)C=C1 1-(4-chlorobenzyl-2-methyl-6-(6-methyl-7-oxo-6,7-dihydro-1H-pyrrolo[2,3-c]pyridin-4-yl)-1H-benzo[d]imidazol-4-yl)ethylsulfonamide